7-chloro-5-[5-methoxy-1-methyl-3-[[(2R)-2-(methylamino)propoxy]methyl]pyrazol-4-yl]indolin-2-one Ethyl-5-(2,4-dichlorobenzyl)-2-isoxazoline-3-carboxylate C(C)OC(=O)C1=NOC(C1)CC1=C(C=C(C=C1)Cl)Cl.ClC=1C=C(C=C2CC(NC12)=O)C=1C(=NN(C1OC)C)COC[C@@H](C)NC